The molecule is a triterpenoid saponin isolated from the roots of of the Madagascan plant Albizia gummifera and has been shown to exhibit cytotoxicity against human ovarian cancer cell line. It has a role as an antineoplastic agent and a plant metabolite. It is an enoate ester, a pentacyclic triterpenoid and a triterpenoid saponin. It derives from a hydride of an oleanane. C[C@@H]1[C@H]([C@@H]([C@H]([C@@H](O1)O[C@](C)(CC/C=C(\\C)/C(=O)O[C@@H]2[C@H](O[C@H]([C@@H]([C@H]2O)O)O[C@@](C)(CC/C=C(\\C)/C(=O)O[C@H]3C[C@@]4([C@@H](C[C@@]5(C(=CC[C@H]6[C@]5(CC[C@@H]7[C@@]6(CC[C@@H](C7(C)C)O[C@H]8[C@@H]([C@H]([C@@H]([C@H](O8)CO[C@H]9[C@@H]([C@H]([C@H]([C@H](O9)C)O)O)O[C@H]1[C@@H]([C@H]([C@H](CO1)O)O)O)O)O)O[C@H]1[C@@H]([C@H]([C@@H]([C@H](O1)CO)O)O)O)C)C)[C@@H]4CC3(C)C)C)O)C(=O)O[C@H]1[C@@H]([C@H]([C@@H]([C@H](O1)CO)O)O)O[C@@H]1[C@H]([C@H]([C@@H]([C@H](O1)C)O[C@H]1[C@@H]([C@H]([C@@H](CO1)O)O)O)O)O)C=C)C)C=C)O)O)O